CC1NC2=CC=C(C=C2CC1)CCC 2-methyl-6-propyl-1,2,3,4-tetrahydroquinoline